4-hydroxy-5-methoxy-2-(4-(trifluoromethyl)benzyl)isophthalonitrile OC1=C(C(=C(C#N)C=C1OC)CC1=CC=C(C=C1)C(F)(F)F)C#N